8-(4-(dimethylamino)piperidin-1-yl)-9-ethyl-6,6-dimethyl-11-oxo-6,11-dihydro-5H-benzo[b]carbazole-3-carbonitrile CN(C1CCN(CC1)C=1C(=CC2=C(C(C=3NC4=CC(=CC=C4C3C2=O)C#N)(C)C)C1)CC)C